(7-azaspiro[3.5]nonan-2-yl)-8-fluoro-3,4-dihydro-1H-isoquinoline-6-carbohydroxamic acid C1C(CC12CCNCC2)C2NCCC1=CC(=CC(=C21)F)C(=O)NO